N-{[6-(methoxymethyl)-1-methyl-1H-benzimidazol-7-yl]methyl}-4-(trifluoromethyl)-benzamide COCC=1C=CC2=C(N(C=N2)C)C1CNC(C1=CC=C(C=C1)C(F)(F)F)=O